C(C)OC1=C(C(C1=O)=O)NCCOCCOCCOCCOCCC(=O)OC(C)(C)C tert-butyl 1-((2-ethoxy-3,4-dioxocyclobut-1-en-1-yl) amino)-3,6,9,12-tetraoxapentadecan-15-oate